CN(C(C1=C(C=C(C=C1)[N+](=O)[O-])S(N)(=O)=O)=O)C N,N-dimethyl-2-sulfamoyl-4-nitrobenzamide